[4-[(E)-2-(3,5-diacetyloxyphenyl) ethenyl] phenyl] acetate C(C)(=O)OC1=CC=C(C=C1)\C=C\C1=CC(=CC(=C1)OC(C)=O)OC(C)=O